3-[2-(1,3-Benzodioxole-5-yl)ethyl]-6-(4-methoxyphenyl)-7H-[1,2,4]triazolo[3,4-b][1,3,4]thiadiazine O1COC2=C1C=CC(=C2)CCC2=NN=C1SCC(=NN12)C1=CC=C(C=C1)OC